4-tert-butylcyclohexyl fumarate C(\C=C\C(=O)[O-])(=O)OC1CCC(CC1)C(C)(C)C